[Al].[Ti].[C] carbon titanium aluminum